O=C1NC(CCC1C1=CC=C(C=C1)C1CCN(CC1)C(CN1CCC(CC1)C=1N=C2N(C=C(C(=C2)OC(C)C)NC(=O)C2=NC(=CC=C2)C(F)(F)F)C1)=O)=O N-[2-[1-[2-[4-[4-(2,6-dioxo-3-piperidyl)phenyl]-1-piperidyl]-2-oxo-ethyl]-4-piperidyl]-7-isopropoxy-imidazo[1,2-a]pyridin-6-yl]-6-(trifluoromethyl)pyridine-2-carboxamide